1,8-diethoxy-1,3,6,8-tetramethoxy-2,7-dimethyl-4-octene C(C)OC(C(C(C=CC(C(C(OC)OCC)C)OC)OC)C)OC